ClC1=CC(=C(C=C1F)NS(=O)(=O)C1=CNC2=NC(=CC=C21)C(F)(F)F)F N-(4-chloro-2,5-difluorophenyl)-6-(trifluoromethyl)-1H-pyrrolo[2,3-b]pyridine-3-sulfonamide